C(C)[N+](CC)(CC)CC.C(O)CN ethanolamine, tetraethylammonium salt